2-amino-5-(pyridin-4-yl)-[1,1'-biphenyl]-3-carboxamide NC1=C(C=C(C=C1C(=O)N)C1=CC=NC=C1)C1=CC=CC=C1